FC(N1CC=CC=C1)F 1-(difluoromethyl)-1H-pyridine